N-(Cyclopropylmethyl)-2-(4-(methylthio)phenyl)oxazole-4-carboxamide C1(CC1)CNC(=O)C=1N=C(OC1)C1=CC=C(C=C1)SC